(5S,8R)-N-(3-chloro-4-methoxyphenyl)-6,7,8,9-tetrahydro-5H-5,8-epiminocyclohepta[d]-pyrimidine-10-carboxamide ClC=1C=C(C=CC1OC)NC(=O)N1[C@H]2CC[C@@H]1CC=1N=CN=CC12